C1(CCC1)N1C(C(N(CC1)CC1=NC=C(C=C1)C1=CC=CC=C1)=O)=O 1-cyclobutyl-4-((5-phenylpyridin-2-yl)methyl)piperazine-2,3-dione